(1S,3R,4S)-N-[(1S)-1-cyano-2-[(3R)-2-oxo-3-piperidyl]ethyl]-5,5-difluoro-2-[(2R)-4-methyl-2-[(2,2,2-trifluoroacetyl)amino]pentanoyl]-2-azabicyclo[2.2.2]octane-3-carboxamide C(#N)[C@H](C[C@@H]1C(NCCC1)=O)NC(=O)[C@@H]1N([C@@H]2CC([C@H]1CC2)(F)F)C([C@@H](CC(C)C)NC(C(F)(F)F)=O)=O